2-[9H-fluoren-9-yl-methoxycarbonyl-(methyl)amino]-2-methyl-propanoic acid C1=CC=CC=2C3=CC=CC=C3C(C12)COC(=O)N(C(C(=O)O)(C)C)C